[O-]S(=O)(=O)C(F)(F)F.[O-]S(=O)(=O)C(F)(F)F.[Li+].[Li+] lithium bis(triflate)